C(C)(C)(C)OC(=O)N(C1C(C1)C1=CC(=C(C=C1)F)F)CC1CCN(CC1)CCCC1=CC=C(C(=O)OCC)C=C1 Ethyl 4-(3-(4-(((tert-butoxycarbonyl)(2-(3,4-difluorophenyl)cyclopropyl)amino) methyl)piperidin-1-yl)propyl)benzoate